C(C)(C)(C)OC(=O)N1CCN(CC1)CCOCC1=CC=NC=C1 4-(2-(pyridin-4-ylmethoxy)ethyl)piperazine-1-carboxylic acid tert-butyl ester